3-[(5-tert-butyl-1H-imidazol-4-yl)methylene]-6-(benzylidene)-2,5-piperazinedione methanesulfonate CS(=O)(=O)O.C(C)(C)(C)C1=C(N=CN1)C=C1C(NC(C(N1)=O)=CC1=CC=CC=C1)=O